C1(CC1)N1C=C(C2=CC=CC=C12)C1=NC(=NC=C1P(=O)(C)C)NC=1C(=CC(=C(C1)NC(C=C)=O)N1CCC2(CC1)CCN(CC2)C)OC N-(5-((4-(1-Cyclopropyl-1H-indol-3-yl)-5-(dimethylphosphoryl)pyrimidin-2-yl)amino)-4-methoxy-2-(9-methyl-3,9-diazaspiro[5.5]undecan-3-yl)phenyl)acrylamide